(2-METHYLOXIRAN-2-YL)METHYL 4-BROMOBENZENESULFONATE BrC1=CC=C(C=C1)S(=O)(=O)OCC1(OC1)C